C(C)(C)(C)N1N=CC(=C1)C1=CC=C2CCC[C@H](C2=C1)[C@@H](C(=O)NC1=CC=C(C=C1)C=1C(=NNC1C)C)NC(=O)C=1N(N=CC1)C N-[(1S)-1-[(1R)-7-(1-tert-butylpyrazol-4-yl)tetralin-1-yl]-2-[4-(3,5-dimethyl-1H-pyrazol-4-yl)anilino]-2-oxo-ethyl]-2-methyl-pyrazole-3-carboxamide